BrC1=CC(=C(C=C1)N1[C@H](CN(CC1)C(=O)OC(C)(C)C)C)[N+](=O)[O-] tert-butyl (3S)-4-(4-bromo-2-nitrophenyl)-3-methylpiperazine-1-carboxylate